N-{[4-(quinoline-8-sulfonyl)phenyl]methyl}furo[2,3-c]pyridine N1=CC=CC2=CC=CC(=C12)S(=O)(=O)C1=CC=C(C=C1)CN1C=C2C(C=C1)=CCO2